(4-(dimethylamino)piperidin-1-yl)(2-(2,6-dimethylpyridin-4-yl)-3-isopropyl-1H-indol-5-yl)methanone CN(C1CCN(CC1)C(=O)C=1C=C2C(=C(NC2=CC1)C1=CC(=NC(=C1)C)C)C(C)C)C